4-(2-oxo-2,3-dihydro-1H-benzo[d]imidazol-1-yl)cyclohexanecarboxylic acid O=C1NC2=C(N1C1CCC(CC1)C(=O)O)C=CC=C2